Methyl 2-(5-(((R)-1-(dibenzo[b,d]furan-2-yl)ethyl)amino)-2-(methylthio)-6-oxopyrimidin-1(6H)-yl)propanoate C1=C(C=CC=2OC3=C(C21)C=CC=C3)[C@@H](C)NC3=CN=C(N(C3=O)C(C(=O)OC)C)SC